4-methoxy-1-methyl-1,2,5,6-tetrahydropyridin-2-one COC1=CC(N(CC1)C)=O